C(C)(=O)O[C@@H]1CC2=CC[C@H]3[C@@H]4CCC[C@@]4(C)CC[C@@H]3[C@]2(CC1)C androst-5-ene-3β-ol acetate